FC1=C(C(=CC(=C1)C(NC)=O)F)C=1NC2=CC(=CC=C2C1C[C@H]1CN(CCO1)C(=O)OC)C methyl (S)-2-((2-(2,6-difluoro-4-(methylcarbamoyl)phenyl)6-methyl-1H-indol-3-yl)methyl)morpholine-4-carboxylate